39-hydroxynonatriacontyl eicos-11-enoate C(CCCCCCCCCC=CCCCCCCCC)(=O)OCCCCCCCCCCCCCCCCCCCCCCCCCCCCCCCCCCCCCCCO